N,N-Diethyl-hydroxylamine C(C)N(O)CC